C12[C@H](CC(CC1)C2)N2C(C1=CC=CC=C1C2=O)=O 2-((2S)-bicyclo[2.2.1]heptan-2-yl)isoindoline-1,3-dione